tert-butyl N-(4-{N-[(8S)-5,6,7,8-tetrahydroquinolin-8-yl]4-nitrobenzenesulfonamido}butyl)carbamate N1=CC=CC=2CCC[C@@H](C12)N(S(=O)(=O)C1=CC=C(C=C1)[N+](=O)[O-])CCCCNC(OC(C)(C)C)=O